2-hydroxy-3,10-dimethoxy-5,6,7,8,13,13a-hexahydroisoquinolino[2,1-b]isoquinolin-9-yl benzenesulfonate C1(=CC=CC=C1)S(=O)(=O)OC1=C(C=CC=2CC3N(CC12)CCC=1C=C(C(=CC13)O)OC)OC